3-[2-(dimethylamino)ethyl]-5-methoxy-indole-1-carboxylic acid ethyl ester C(C)OC(=O)N1C=C(C2=CC(=CC=C12)OC)CCN(C)C